[N+](=[N-])=C1CC=CC=C1 1-diazobenzene